7-morpholinoquinolin-4-amine O1CCN(CC1)C1=CC=C2C(=CC=NC2=C1)N